NC=1C(=NC(=CC1)Br)C#CCCO 4-(3-amino-6-bromo-2-pyridyl)but-3-yn-1-ol